nickel-chromium-molybdenum nickel [Ni].[Mo].[Cr].[Ni]